C1CC(=C2CCC3=CC4=CC=CC=C4C1=C23)C(=O)[O-] acephenanthrene-3(2H)-carboxylate